4-[2-(2,7-dimethylindazol-5-yl)indazol-5-yl]piperazine-1-carboxylic acid tert-butyl ester C(C)(C)(C)OC(=O)N1CCN(CC1)C1=CC2=CN(N=C2C=C1)C1=CC2=CN(N=C2C(=C1)C)C